19-Hydroxy-icosanoic acid OC(CCCCCCCCCCCCCCCCCC(=O)O)C